NCCCC1=CC=C(C=C1)CO[C@@H]([C@H](CCC(N)=O)NC(OC(C)(C)C)=O)C tert-butyl N-[(3S,4R)-4-[[4-(3-amino-propyl)phenyl]meth-oxy]-1-carbamoyl-pentan-3-yl]carbamate